N2-(2-methoxy-4-(tetrahydro-2H-pyran-4-yl)phenyl)-N8-((3-methyltetrahydrofuran-3-yl)methyl)pyrido[3,4-d]pyrimidine-2,8-diamine COC1=C(C=CC(=C1)C1CCOCC1)NC=1N=CC2=C(N1)C(=NC=C2)NCC2(COCC2)C